(1R,3R)-3-((R)-3-(1-(tert-butoxycarbonyl)azetidin-3-yl)piperidin-1-yl)-1-methylcyclobutane-1-carboxylic acid C(C)(C)(C)OC(=O)N1CC(C1)[C@@H]1CN(CCC1)C1CC(C1)(C(=O)O)C